methyl 5-bromo-1H-pyrrolo[3,2-b]pyridine-3-carboxylate BrC1=CC=C2C(=N1)C(=CN2)C(=O)OC